2-((2S,3R)-2-benzyl-3-methoxypyrrolidin-1-yl)-6-morpholinopyrimidin-4(3H)-one C(C1=CC=CC=C1)[C@@H]1N(CC[C@H]1OC)C1=NC(=CC(N1)=O)N1CCOCC1